FC(OCC=1[C@@H]([C@@H]([C@H]([C@@H](C1)NCCC1=CC=C(C=C1)OC)O)O)O)F (1S,2S,3S,6R)-4-((difluoromethoxy)methyl)-6-((4-methoxyphenethyl)amino)cyclohex-4-ene-1,2,3-triol